N-(2,4-dichlorobenzyl)-1-(3,4-dichlorobenzyl)piperidine-4-carboxamide ClC1=C(CNC(=O)C2CCN(CC2)CC2=CC(=C(C=C2)Cl)Cl)C=CC(=C1)Cl